C1(CC1)C1=C(C(N(C=C1C(=O)N)CC1=CC(=CC=C1)CCN(C)C)=O)C(=O)NC cyclopropyl-1-(3-(2-(dimethylamino)ethyl)benzyl)-N-methyl-2-oxo-1,2-dihydropyridine-3,5-dicarboxylic acid diamide